6-{[2-(2,6-dioxopiperidin-3-yl)-1-oxoisoindolin-4-yl]amino}hexan-1-amine trifluoroacetate FC(C(=O)O)(F)F.O=C1NC(CCC1N1C(C2=CC=CC(=C2C1)NCCCCCCN)=O)=O